CC(C)(CCC(CC(C)C)C)C 2,2,5,7-tetramethyloctane